C1=C(N=C2N1C1=C(C=C2)NCC1)C(=O)N 7,8-dihydro-6H-imidazo[1,2-a]pyrrolo[2,3-e]pyridine-2-carboxamide